lithium 2-(1-phenyl-1H-benzo[d]imidazol-2-yl)phenolate C1(=CC=CC=C1)N1C(=NC2=C1C=CC=C2)C2=C(C=CC=C2)[O-].[Li+]